(4-amino-4-methylpiperidin-1-yl)(5-((2-chlorophenyl)thio)furan-2-yl)methanone NC1(CCN(CC1)C(=O)C=1OC(=CC1)SC1=C(C=CC=C1)Cl)C